S(=O)(=O)(OC(CC)C)[O-] 3-butyl sulfate